4,7-di(9-phenyl-9H-carbazole-3-yl)benzo[c][1,2,5]thiadiazole C1(=CC=CC=C1)N1C2=CC=CC=C2C=2C=C(C=CC12)C1=CC=C(C2=NSN=C21)C=2C=CC=1N(C3=CC=CC=C3C1C2)C2=CC=CC=C2